2-(3,5-Dichloro-4-((7-methyl-7H-pyrrolo[2,3-d]pyrimidin-4-yl)oxy)-phenyl)-3,5-dioxo-2,3,4,5-tetrahydro-[1,2,4]triazine-6-carbonitrile ClC=1C=C(C=C(C1OC=1C2=C(N=CN1)N(C=C2)C)Cl)N2N=C(C(NC2=O)=O)C#N